disuccinimide octanedioate C(CCCCCCC(=O)O)(=O)O.C1(CCC(N1)=O)=O.C1(CCC(N1)=O)=O